C(#C)C1=C(N(C2=CC=CC=C12)CC1=CC(=CC=C1)C(F)(F)F)C(=O)N[C@@H](C)C1=CC=C(C(=O)O)C=C1 (S)-4-(1-(3-Ethynyl-1-(3-(trifluoromethyl)benzyl)-1H-indole-2-carboxamido)ethyl)benzoic acid